3,4-dibromo-2,5-dioxo-2,5-dihydro-1H-pyrrole BrC=1C(NC(C1Br)=O)=O